C(C=C)(=O)OCC(C)(C)C1OCC(CO1)(COC(C=C)=O)CC 2-[5-ethyl-5-[(acryloyloxy) methyl]-1,3-dioxane-2-yl]-2,2-dimethylethyl acrylate